N1(N=CC=C1)CCCCNC(=O)C1=NOC(=C1)C1=CC=CC=C1 N-(4-(1H-pyrazol-1-yl)butyl)-5-phenylisoxazole-3-carboxamide